(S)-3-(1-aminoethyl)-7-fluoro-8-((1-(methyl-d3)-1H-pyrazol-4-yl)ethynyl)-2-phenylisoquinoline-1(2H)-one N[C@@H](C)C=1N(C(C2=C(C(=CC=C2C1)F)C#CC=1C=NN(C1)C([2H])([2H])[2H])=O)C1=CC=CC=C1